tert-butyl (S)-2-allyl-3-oxoazetidine-1-carboxylate C(C=C)[C@@H]1N(CC1=O)C(=O)OC(C)(C)C